(2R,3R,4R,5S)-2-hydroxymethyl-piperidine-3,4,5-triol OC[C@H]1NC[C@@H]([C@H]([C@@H]1O)O)O